(2,6-Dichloropyridin-4-yl)methyl (2-chloroacetyl)-L-glutamate ClCC(=O)N[C@@H](CCC(=O)[O-])C(=O)OCC1=CC(=NC(=C1)Cl)Cl